N-(2,4-difluoro-3-[[(3-phenyl-1-[[2-(trimethylsilyl)ethoxy]methyl]pyrazolo[3,4-b]pyridin-5-yl)oxy]methyl]phenyl)-5-fluoro-2-methoxypyridine-3-sulfonamide FC1=C(C=CC(=C1COC=1C=C2C(=NC1)N(N=C2C2=CC=CC=C2)COCC[Si](C)(C)C)F)NS(=O)(=O)C=2C(=NC=C(C2)F)OC